N1[C@@H](CC[C@H]1C(=O)OC(C)(C)C)C(=O)OC(C)(C)C di-tert-butyl (2S,5S)-pyrrolidine-2,5-dicarboxylate